C(=O)(N1N=CN=C1)N1N=CN=C1 1,1'-carbonyl-bis-(1,2,4-triazole)